5-oxo-4,5-dihydro-1,2,4-oxadiazole O=C1NC=NO1